NC=1C2=CC(=CC=C2N=C2C=C(C=CC12)N=NC=1C(=NC(=CC1)N)N)OCC 3-[(9-amino-7-ethoxyacridin-3-yl)diazenyl]pyridine-2,6-diamine